rac-(1R,2R,3S,4R,5S)-N-(6-cyclopropyl-4-(trifluoromethyl)pyridin-2-yl)-5-hydroxy-3-(3-(trifluoromethyl)phenyl)-7-oxabicyclo[2.2.1]heptane-2-carboxamide C1(CC1)C1=CC(=CC(=N1)NC(=O)[C@H]1[C@H]2C[C@@H]([C@@H]([C@@H]1C1=CC(=CC=C1)C(F)(F)F)O2)O)C(F)(F)F |r|